Cl.CN1C(=C(C=C1)C(=O)NC=1C=NN(C1)C)C 1,2-dimethyl-N-(1-methyl-1H-pyrazol-4-yl)-1H-pyrrole-3-carboxamide hydrochloride